NC1=C2N=CN(C2=NC=N1)C[C@@H](C)OCP(OCCSCCCCCCCCCCCCCC[Si](CC)(CC)CC)(O)=O 2-((14-(triethylsilyl)tetradecyl)thio)ethyl hydrogen ((((R)-1-(6-amino-9H-purin-9-yl)propan-2-yl)oxy)methyl)phosphonate